C(C)OC=1C(=NC=C(C1)CN1C(C2=CC(=CC=C2CC1)CN1C(=NC=C1)NC)=O)C#N 3-ethoxy-5-((7-((2-(methylamino)-1H-imidazol-1-yl)methyl)-1-oxo-3,4-dihydroisoquinolin-2(1H)-yl)methyl)picolinonitrile